8-chloro-N-methyl-N-(propan-2-yl)-1-[trans-4-(pyridin-2-yloxy)cyclohexyl]-5,6-dihydro-4H-[1,2,4]triazolo[4,3-a][1]benzazepin-5-amine ClC=1C=CC2=C(CC(CC=3N2C(=NN3)[C@@H]3CC[C@H](CC3)OC3=NC=CC=C3)N(C(C)C)C)C1